C(C(=C)C)(=O)OCCC[N+](C)(C)CC [3-(methacryloyloxy)propyl]ethyldimethylammonium